6-[2-fluoro-4-(3-morpholino-3-oxo-propoxy)phenoxy]-1-methyl-indazole-5-carboxamide FC1=C(OC2=C(C=C3C=NN(C3=C2)C)C(=O)N)C=CC(=C1)OCCC(=O)N1CCOCC1